FC(CN1N=C(C(=C1C)C=O)C)F 1-(2,2-difluoroethyl)-3,5-dimethyl-1H-pyrazole-4-carbaldehyde